C1(=CC=CC=C1)NC(C)O[Si](OCC)(OCC)C (N-phenyl-amino)-methyltriethoxysilane